5'-Bromospiro[cyclohexane-1,3'-pyrrolo[2,3-b]pyridine]-2',4(1'H)-dione BrC=1C=C2C(=NC1)NC(C21CCC(CC1)=O)=O